N-((1S)-(4,4-difluorocyclohexyl)(6-(((5R)-2-oxo-5-(trifluoromethyl)piperidin-3-yl)methyl)imidazo[1,2-b]pyridazin-2-yl)methyl)-3-isopropylisoxazole-4-carboxamide FC1(CCC(CC1)[C@H](NC(=O)C=1C(=NOC1)C(C)C)C=1N=C2N(N=C(C=C2)CC2C(NC[C@@H](C2)C(F)(F)F)=O)C1)F